ClC1=C(C=CC=C1)C1=CC=C(C(=N1)N1C(C[C@@H](C1)C)(C)C)C(=O)NS(=O)(=O)C=1C(NC=CC1)=O 6-(2-Chlorophenyl)-N-[(2-oxo-1H-pyridin-3-yl)sulfonyl]-2-[(4S)-2,2,4-trimethylpyrrolidin-1-yl]pyridin-3-carboxamid